N-(5-hydroxypyridin-2-yl)-4-[5-(trifluoromethyl)pyridin-2-yl]-1,4-diazepane-1-carboxamide OC=1C=CC(=NC1)NC(=O)N1CCN(CCC1)C1=NC=C(C=C1)C(F)(F)F